tert-butyl-7-chloro-6-nitro-3,4-dihydroisoquinoline C(C)(C)(C)C1=NCCC2=CC(=C(C=C12)Cl)[N+](=O)[O-]